C1(CC1)C=1SC=C(N1)C(=O)OCC ethyl 2-cyclopropyl-1,3-thiazole-4-carboxylate